N-(((1S,2S)-2-aminocyclopentyl)methyl)-4-(9H-purin-6-yl)-3,4-dihydro-2H-1,4-thiazine-6-carboxamide hydrochloride Cl.N[C@@H]1[C@@H](CCC1)CNC(=O)C1=CN(CCS1)C1=C2N=CNC2=NC=N1